COC1=CC=C(C=C1)N1C=CC(C2=CC=CC=C12)=O (4-methoxyphenyl)-4-oxo-1,4-dihydroquinoline